(E)-N-(4-(1-(4-(4-(7-((2-(2,6-dioxopiperidin-3-yl)-1-oxoisoindolin-5-yl)thio)heptyl)piperazin-1-yl)benzoyl)piperidin-4-yl)butyl)-3-(pyridin-3-yl)acrylamide O=C1NC(CCC1N1C(C2=CC=C(C=C2C1)SCCCCCCCN1CCN(CC1)C1=CC=C(C(=O)N2CCC(CC2)CCCCNC(\C=C\C=2C=NC=CC2)=O)C=C1)=O)=O